CC(C)OC1=CC=C(C=C1)C1=C(C=CC=C1)NC1=CC=C(C=C1)C1=NN=C(S1)NC(C)=O N-{5-[4-((2-[4-(propan-2-yloxy)phenyl]phenyl)amino)phenyl]-1,3,4-thiadiazol-2-yl}acetamide